NC1=C(C=CC(=C1)F)SSC1=C(C=C(C=C1)F)N Bis(2-amino-4-fluorophenyl) disulfide